ClC=1C=C(C=CC1Cl)N1C(N(C(C2=CC=C(C=C12)C#N)=O)C=1C=NC=CC1)=O 1-(3,4-dichlorophenyl)-2,4-dioxo-3-(pyridin-3-yl)-1,2,3,4-tetrahydroquinazoline-7-carbonitrile